INDOLE-4-CARBOXALDEHYDE N1C=CC=2C(=CC=CC12)C=O